Cl.C(C)OC(C[C@@H](C=1C=C(C=C(C1F)C)C1=C(C=CC=C1F)F)N)=O (S)-3-amino-3-(2',4,6'-trifluoro-5-methyl-[1,1'-biphenyl]-3-yl)propanoic acid ethyl ester hydrochloride